3-(1-Acetyl-4-hydroxypiperidin-4-yl)-5-chloro-1-methyl-1,8-naphthyridin-2(1H)-one C(C)(=O)N1CCC(CC1)(O)C=1C(N(C2=NC=CC(=C2C1)Cl)C)=O